2,3-dihydro-benzofuran-5-carboxylic acid [2-(2-phenyl-azetidin-1-yl)-benzothiazol-5-yl]-amide C1(=CC=CC=C1)C1N(CC1)C=1SC2=C(N1)C=C(C=C2)NC(=O)C=2C=CC1=C(CCO1)C2